ClC1=C(C=C2C=CN3C2=C1C(N(CC3)CC=3C(NC(=CC3OC)C)=O)=O)C=3C(=NN(C3C)CCO)C 10-chloro-9-(1-(2-hydroxyethyl)-3,5-dimethyl-1H-pyrazol-4-yl)-2-((4-methoxy-6-methyl-2-oxo-1,2-dihydropyridin-3-yl)methyl)-3,4-dihydro-[1,4]diazepino[6,7,1-HI]indol-1(2H)-one